N,N-diethyl-p-toluenesulfonic acid Amide C(C)N(S(=O)(=O)C1=CC=C(C)C=C1)CC